(S)-3-(1-(3-((2-(3-amino-1-methyl-1H-pyrazol-5-yl)-5-fluoropyridin-4-yl)oxy)azetidine-1-carbonyl)-4,5-dihydro-1H-pyrazol-5-yl)-5-fluorobenzonitrile NC1=NN(C(=C1)C1=NC=C(C(=C1)OC1CN(C1)C(=O)N1N=CC[C@H]1C=1C=C(C#N)C=C(C1)F)F)C